N-(5-cyclopentylpyrimidin-2-yl)-5-nitro-2-(4H-1,2,4-triazol-3-ylsulfanyl)benzamide C1(CCCC1)C=1C=NC(=NC1)NC(C1=C(C=CC(=C1)[N+](=O)[O-])SC1=NN=CN1)=O